C(#N)C1=CC=C(C=C1)NC=1N=C(C2=C(N1)CCN(C2)C([C@H](CCCCN)N)=O)OC2=C(C=C(C#N)C=C2C)C (S)-4-((2-((4-Cyanophenyl)amino)-6-(2,6-diaminohexanoyl)-5,6,7,8-tetrahydropyrido[4,3-d]pyrimidine-4-yl)oxy)-3,5-dimethylbenzonitrile